3-(2-chloro-6-methylphenyl)-7-((2-methoxy-4-(1-methylpiperidin-4-yl)phenyl)amino)-1-(5-methoxypyridin-2-yl)-3,4-dihydropyrimido[4,5-d]pyrimidin-2(1H)-one ClC1=C(C(=CC=C1)C)N1C(N(C2=NC(=NC=C2C1)NC1=C(C=C(C=C1)C1CCN(CC1)C)OC)C1=NC=C(C=C1)OC)=O